3-acetyl-7-(benzyloxy)-N-(2-fluoro-3-(1-methyl-1H-pyrazol-4-yl)-5-(((tetrahydro-2H-pyran-2-yl)oxy)methyl)phenyl)indolizine-1-carboxamide Tert-Butyl-(5,6-dichloropyridin-2-yl)carbamate C(C)(C)(C)N(C(O)=O)C1=NC(=C(C=C1)Cl)Cl.C(C)(=O)C1=CC(=C2C=C(C=CN12)OCC1=CC=CC=C1)C(=O)NC1=C(C(=CC(=C1)COC1OCCCC1)C=1C=NN(C1)C)F